FC1(CN(CCC12COC1=C3CN(C(C3=CC=C12)=O)[C@@H]1C(NC(CC1)=O)=O)CC1=CC(=CC=C1)C=1C=NN(C1)C)F (3S)-3-(3',3'-difluoro-1'-(3-(1-methyl-1H-pyrazol-4-yl)benzyl)-6-oxo-6,8-dihydro-2H,7H-spiro[furo[2,3-e]isoindol-3,4'-piperidin]-7-yl)piperidine-2,6-dione